C(CCCNC(CNC(CNC(CNS(=O)(=O)C1=CC=C(C=C1)C1CN(CC2=C(C=C(C=C12)Cl)Cl)C)=O)=O)=O)NC(CNC(CNC(CNS(=O)(=O)C1=CC=C(C=C1)C1CN(CC2=C(C=C(C=C12)Cl)Cl)C)=O)=O)=O N,N'-(butane-1,4-diyl)bis(2-(2-(2-(4-(6,8-dichloro-2-methyl-1,2,3,4-tetrahydroisoquinolin-4-yl)phenylsulfonamido)acetamido)acetamido)acetamide)